L-tyrosine disodium salt hydrate O.[Na+].[Na+].N[C@@H](CC1=CC=C(C=C1)O)C(=O)[O-].N[C@@H](CC1=CC=C(C=C1)O)C(=O)[O-]